(±)-ethyl (1S,3R,4S)-3-hydroxy-4-isopropoxycyclopentane-1-carboxylate O[C@@H]1C[C@@H](C[C@@H]1OC(C)C)C(=O)OCC |r|